FC(C1=CC=C(C=C1)\C=C/C(=O)N1CCN(CC1)C(=O)OC(C)(C)C)(F)F tert-butyl (Z)-4-(3-(4-(trifluoromethyl)phenyl)-acryloyl)piperazine-1-carboxylate